[Se](OC#N)OC#N R-Selenocyanate